[(1S)-1-methylpropyl] 2-[1-[4-[[4-[[2-(6-methyl-2-pyridyl)pyrimidin-4-yl]amino]pyrimidin-2-yl]amino]phenyl]piperazin-2-yl]acetate CC1=CC=CC(=N1)C1=NC=CC(=N1)NC1=NC(=NC=C1)NC1=CC=C(C=C1)N1C(CNCC1)CC(=O)O[C@H](CC)C